C1(CCCCC1)C=1N=CC(=NC1)CN(C(OC(C)(C)C)=O)C=1C=C2C=NN(C(C2=CC1)=O)C tert-butyl ((5-cyclohexylpyrazin-2-yl)methyl)(2-methyl-1-oxo-1,2-dihydrophthalazin-6-yl)carbamate